(S)-1-(3-(2,3-dichlorophenyl)imidazo[1,5-a]pyrazin-8-yl)-4'H,6'H-spiro[piperidine-4,5'-pyrrolo[1,2-b]pyrazol]-4'-amine (trifluoroacetate) FC(C(=O)O)(F)F.ClC1=C(C=CC=C1Cl)C1=NC=C2N1C=CN=C2N2CCC1([C@@H](C=3N(N=CC3)C1)N)CC2